trifluoropropylenePropylene chloride FC(C(CC(CCl)C)Cl)(F)F